cis-3-Hexyl formate C(=O)OC(CC)CCC